1,3,6-tri-galloyl-glucose C(C1=CC(O)=C(O)C(O)=C1)(=O)C(=O)[C@H](O)[C@@](O)([C@H](O)[C@H](O)C(O)C(C1=CC(O)=C(O)C(O)=C1)=O)C(C1=CC(O)=C(O)C(O)=C1)=O